benzyl 8-methyl-4-[7-oxo-8-(3-piperidyl)-2-[4-(p-tolylsulfonyloxy)butylamino]pyrido[2,3-d]pyrimidin-6-yl]-2,3-dihydroquinoxaline-1-carboxylate CC=1C=CC=C2N(CCN(C12)C(=O)OCC1=CC=CC=C1)C1=CC2=C(N=C(N=C2)NCCCCOS(=O)(=O)C2=CC=C(C=C2)C)N(C1=O)C1CNCCC1